C(CC)OC1=C2C=C(NC2=CC=C1)C(=O)N 4-propoxy-1H-indole-2-carboxamide